6-chloro-N-(2,4-dimethoxybenzyl)-4-((2-methoxy-3-(1-methyl-1H-1,2,4-triazol-3-yl)phenyl)amino)pyridazine-3-carboxamide ClC1=CC(=C(N=N1)C(=O)NCC1=C(C=C(C=C1)OC)OC)NC1=C(C(=CC=C1)C1=NN(C=N1)C)OC